CC1=C(C=NC=2OCCN(C21)C(=O)OC(C)(C)C)N2CC=1N=C(N=CC1CC2)NC2=CC=C(C=C2)CC(=O)N2CC1(COC1)C2 tert-butyl 8-methyl-7-(2-{[4-(2-{2-oxa-6-azaspiro[3.3]heptan-6-yl}-2-oxoethyl)phenyl]amino}-5H,6H,7H,8H-pyrido[3,4-d]pyrimidin-7-yl)-1H,2H,3H-pyrido[2,3-b][1,4]oxazine-1-carboxylate